ClC=1C=C(C=CC1O)NC=1C(NC(C1C1=C(C=CC=C1)[N+](=O)[O-])=O)=O 3-[(3-chloro-4-hydroxyphenyl)amino]-4-(2-nitrophenyl)-1H-pyrrol-2,5-dione